FC(C1=CC=C(C=C1)N1CC(CC2=CC=CC=C12)CNCCS(=O)(=O)O)(F)F 2-(((1-(4-(trifluoromethyl)phenyl)-1,2,3,4-tetrahydroquinolin-3-yl)methyl)amino)ethane-1-sulfonic acid